1,3-bis[5-(o-nitrobenzyl-ethylamino)pentyl]-6-methyl-uracil dihydrochloride Cl.Cl.[N+](=O)([O-])C1=C(CN(CCCCCN2C(=O)N(C(=O)C=C2C)CCCCCN(CC)CC2=C(C=CC=C2)[N+](=O)[O-])CC)C=CC=C1